C(C)OC(=O)C=1N=C(SC1)N1CCC2=C1N=NC(=C2C2CC2)Cl 2-{3-chloro-4-cyclopropyl-5H,6H,7H-pyrrolo[2,3-c]pyridazin-7-yl}-1,3-thiazole-4-carboxylic acid ethyl ester